racemic-(2R)-2-[[4-[[6-[1-fluoroethyl]-3-isopropyl-imidazo[1,2-a]pyridin-8-yl]amino]-1-piperidinyl]methyl]morpholine-4-carboxylic acid tert-butyl ester C(C)(C)(C)OC(=O)N1C[C@H](OCC1)CN1CCC(CC1)NC=1C=2N(C=C(C1)C(C)F)C(=CN2)C(C)C |r|